1-(3-(6-chloro-3-(1H-imidazol-1-yl)-5-methoxy-1-methyl-1H-pyrrolo[3,2-b]pyridin-2-yl)-1H-1,2,4-triazol-5-yl)-N,N-dimeth-ylethan-1-amine ClC=1C=C2C(=NC1OC)C(=C(N2C)C2=NNC(=N2)C(C)N(C)C)N2C=NC=C2